5-((S)-1-((3S,8S,9S,10R,13S,14S,17S)-3-hydroxy-10,13-dimethyl-2,3,4,7,8,9,10,11,12,13,14,15,16,17-tetradecahydro-1H-cyclopenta[a]phenanthren-17-yl)ethoxy)-N-methylpicolinamide O[C@H]1CC[C@@]2([C@H]3CC[C@@]4([C@H](CC[C@H]4[C@@H]3CC=C2C1)[C@H](C)OC=1C=CC(=NC1)C(=O)NC)C)C